pyrrolylcyclohexane N1C(=CC=C1)C1CCCCC1